C1(=CC=CC=2C3=CC=CC=C3C=CC12)C1=C(C=CC=C1)C1=C(C2=CC=CC=C2C=C1)C1=CC=CC2=CC=CC=C12 (phenanthrenylphenyl)binaphthalene